CC(CO)(C)N1CCCC1 2-methyl-2-(pyrrolidin-1-yl)propan-1-ol